C[C@H]\\1C/C=C/[C@H]2C3[C@](O3)([C@H]([C@@H]4[C@@]2(C(=O)CCC(=O)C(=O)/C(=C1)/C)C(=O)N[C@H]4CC5=CNC6=CC=CC=C65)C)C The molecule is a cytochalasan alkaloid found in Chaetomium globosum and Chaetomium subaffine. It has a role as a Chaetomium metabolite. It is a cytochalasan alkaloid, an epoxide, a member of indoles and a macrocycle.